Octahydro-4,7-methano-1H-inden-5-yl 2-methyl-2-propenoat CC(C(=O)OC1C2C3CCCC3C(C1)C2)=C